Cl.N[C@H](C(=O)O)CN=[N+]=[N-] (2S)-2-amino-3-azidopropionic acid hydrochloride